C(C)(=O)OCCC(=O)O 3-(acetyloxy)propanoic acid